ClC=1C(=CC(=C(C1)N(C(=O)[C@H]1CC2=CNC(C=C2N1C1=NC(=CC(=C1)C(F)(F)F)C)=O)C)F)F (R)-N-(5-chloro-2,4-difluorophenyl)-N-methyl-1-(6-methyl-4-(trifluoromethyl)pyridin-2-yl)-6-oxo-2,3,5,6-tetrahydro-1H-pyrrolo[3,2-c]pyridine-2-carboxamide